2-((2r,3r)-3-aminotetrahydro-2H-pyran-2-yl)-5-chloro-3-iodo-N-(thiophen-2-ylmethyl)thieno[3,2-b]pyridin-7-amine N[C@H]1[C@@H](OCCC1)C1=C(C2=NC(=CC(=C2S1)NCC=1SC=CC1)Cl)I